s-indacen-1(5H)-one C1(C=CC2=CC=3CC=CC3C=C12)=O